Cl.NC\C=C(\CN1C=NC2=C1C=C(C=C2C2=CC(=CC=C2)S(NCC2=CC=C(C=C2)OC)(=O)=O)C(=O)OC)/F Methyl (Z)-1-(4-amino-2-fluorobut-2-en-1-yl)-4-(3-(N-(4-methoxybenzyl)sulfamoyl)phenyl)-1H-benzo[d]imidazole-6-carboxylate hydrochloride